6-(4-chlorophenyl)-3-oxo-2-(pyrimidin-5-yl)-N-[(2R)-1,1,1-trifluoro-3-hydroxy-3-methylbut-2-yl]-2,3-dihydropyridazine-4-carboxamide ClC1=CC=C(C=C1)C=1C=C(C(N(N1)C=1C=NC=NC1)=O)C(=O)N[C@@H](C(F)(F)F)C(C)(C)O